(3-bromophenyl)(isopropyl)sulfane BrC=1C=C(C=CC1)SC(C)C